IC1CC(OCC1)C1COCC1 4-iodo-2-(tetrahydrofuran-3-yl)tetrahydro-2H-pyran